2-[2-(4-bromophenyl)sulfonylethoxymethoxy]ethyl-trimethyl-silane BrC1=CC=C(C=C1)S(=O)(=O)CCOCOCC[Si](C)(C)C